5-Trifluoromethyl-3-(2-oxopropoxy)benzofuran-2-carboxylic acid FC(C=1C=CC2=C(C(=C(O2)C(=O)O)OCC(C)=O)C1)(F)F